ClC=1C=C(C=CC1F)C(C=1NC(=CN1)S(=O)(=O)CC)C1=CC(=C(C=C1)F)Cl 2-(bis(3-chloro-4-fluorophenyl)methyl)-5-(ethylsulfonyl)-1H-imidazole